N-(8'-bromo-4'H-spiro[cyclopropane-1,5'-naphtho[2,1-d]isoxazol]-3'-yl)-2-methoxy-4-((tetrahydro-2H-pyran-4-yl)oxy)benzenesulfonamide BrC1=CC=C2C3(CC=4C(=NOC4C2=C1)NS(=O)(=O)C1=C(C=C(C=C1)OC1CCOCC1)OC)CC3